The molecule is a pyridazinone that is pyridazin-3(2H)-one which is substituted at positions 2, 4, and 5 by m-(trifluoromethyl)phenyl, chloro, and methylamino groups, respectively. A pre-emergence herbicide used to control grasses and broad-leafed weeds in a variety of crops. Not approved for use within the European Union. It has a role as a carotenoid biosynthesis inhibitor, a herbicide and an agrochemical. It is a pyridazinone, a member of (trifluoromethyl)benzenes, an organochlorine compound and a secondary amino compound. CNC1=C(C(=O)N(N=C1)C2=CC=CC(=C2)C(F)(F)F)Cl